FC1=C(C=CC(=C1)F)S(=O)(=O)NC=1C(=NC=C(C1)C=1C=C2C(=CC=NC2=CC1)N1CCNCC1)OC 2,4-difluoro-N-(2-methoxy-5-(4-(piperazin-1-yl)quinolin-6-yl)pyridin-3-yl)benzenesulfonamide